(S)-3-(4-(((R)-1-(3-(difluoromethyl)-2-fluorophenyl)ethyl)amino)quinolin-6-yl-2-d)-3-methoxy-N-methylpyrrolidine-1-carboxamide FC(C=1C(=C(C=CC1)[C@@H](C)NC1=CC(=NC2=CC=C(C=C12)[C@@]1(CN(CC1)C(=O)NC)OC)[2H])F)F